Francium anthranilate C(C=1C(N)=CC=CC1)(=O)[O-].[Fr+]